O=C1N(CC2=CC(=CC=C12)C1CCN(CC1)CC=1OC(=NN1)C1=CC=CC=C1)C1C(NC(CC1)=O)=O 3-(1-oxo-5-(1-((5-phenyl-1,3,4-oxadiazol-2-yl)methyl)piperidin-4-yl)isoindolin-2-yl)piperidine-2,6-dione